N-(3,5-Dimethylphenyl)-N1-(3-fluorophenyl)-6-pyrrolidin-1-yl-[1,3,5]triazine-2,4-diamine hydrochloride Cl.CC=1C=C(C=C(C1)C)NC1N(C(=NC(=N1)N)N1CCCC1)C1=CC(=CC=C1)F